4-bromo-3-(((5-(2,6-dimethylpyridin-4-yl)pent-4-yn-1-yl)oxy)methyl)-2-iodoaniline BrC1=C(C(=C(N)C=C1)I)COCCCC#CC1=CC(=NC(=C1)C)C